tert-butyl-2-(((tert-butyldimethylsilyl)oxy)methyl)piperazine C(C)(C)(C)N1C(CNCC1)CO[Si](C)(C)C(C)(C)C